C1(=CC=CC=C1)[Si](F)(C1=CC=CC=C1)C1=CC=CC=C1 Triphenylfluorosilane